[Na+].SCCS(=O)(=O)[O-] 2-mercapto-ethanesulfonic acid sodium salt